C(C=C)OC(=O)N1[C@@H](CN(CC1)C(=O)OC(C)(C)C)CO 1-allyloxycarbonyl-4-tert-butoxycarbonyl-(S)-2-hydroxymethylpiperazine